Dichloro-hydantoin ClC1(C(NC(N1)=O)=O)Cl